O=C1C(CCCC1)=CC(=O)O (2-oxo-cyclohexylidene)acetic acid